3-((5-(3-fluorophenyl)pyrimidin-2-yl)amino)-N-(1-(hydroxymethyl)cyclopropyl)benzamide FC=1C=C(C=CC1)C=1C=NC(=NC1)NC=1C=C(C(=O)NC2(CC2)CO)C=CC1